C=CC(C)(C)C Neohexene